2-(5-(2,2'-dimethyl-[1,1'-biphenyl]-3-yl)isoindolin-2-yl)-N-methylacetamide CC1=C(C=CC=C1C=1C=C2CN(CC2=CC1)CC(=O)NC)C1=C(C=CC=C1)C